(1R,3R)-N-(7-chloro-6-(1-((3R,4R)-4-hydroxy-3-methyltetrahydrofuran-3-yl)piperidin-4-yl)isoquinolin-3-yl)-3-(pyridin-2-yl)cyclobutane-1-carboxamide ClC1=C(C=C2C=C(N=CC2=C1)NC(=O)C1CC(C1)C1=NC=CC=C1)C1CCN(CC1)[C@@]1(COC[C@@H]1O)C